5-(((S)-1-((2S,4R)-4-((5-azidopentanoyl)oxy)-2-(((S)-1-(4-(4-methylthiazol-5-yl)phenyl)ethyl)carbamoyl)pyrrolidin-1-yl)-3,3-dimethyl-1-oxobutan-2-yl)amino)-5-oxopentanoic acid N(=[N+]=[N-])CCCCC(=O)O[C@@H]1C[C@H](N(C1)C([C@H](C(C)(C)C)NC(CCCC(=O)O)=O)=O)C(N[C@@H](C)C1=CC=C(C=C1)C1=C(N=CS1)C)=O